(3-(bromomethyl)benzyl)phosphonic acid dimethyl ester COP(OC)(=O)CC1=CC(=CC=C1)CBr